[Br-].CC1=C(C(=CC(=C1)C)C)C=1NC=CN1 (2,4,6-trimethylphenyl)-imidazole bromide